ClC=1C=C2C(=C(CNC2=CC1)C(\C=C\C1=CC=C(C=C1)F)=O)C1=CC=C(C=C1)OC 6-chloro-3-[(E)-3-(4-fluorophenyl)prop-2-enoyl]-4-(4-methoxyphenyl)-1H-quinolin